ClC(C)(C1CC1)Cl 1,1-dichloro-1-cyclopropyl-ethane